COCCN1C(N=C(C=C1)NC1=NC=C(C(=C1)NC1=C(C(=CC=C1)C1=NN(C=N1)C)OC)C(CC)=O)=O 1-(2-methoxyethyl)-4-[[4-[2-methoxy-3-(1-methyl-1,2,4-triazol-3-yl)anilino]-5-propanoyl-2-pyridyl]amino]pyrimidin-2-one